(R)-4-((3-(2,3-difluoro-4-methoxyphenyl)imidazo[1,2-a]pyrazin-8-yl)amino)-2-ethyl-N-(pyrrolidin-3-yl)benzamide hydrochloride Cl.FC1=C(C=CC(=C1F)OC)C1=CN=C2N1C=CN=C2NC2=CC(=C(C(=O)N[C@H]1CNCC1)C=C2)CC